2,6,6-trimethyl-2-hydroxycyclohexane-1-carboxaldehyde CC1(C(C(CCC1)(C)C)C=O)O